ClC1=CC=C2C(=CNC2=C1C1=NN(C=C1)C)S(=O)(=O)NC1=NC(=C(C(=N1)OC)OC(F)F)OC 6-chloro-N-[5-(difluoromethoxy)-4,6-dimethoxy-pyrimidin-2-yl]-7-(1-methylpyrazol-3-yl)-1H-indole-3-sulfonamide